1-tetrahydrofuranyl-5-fluorouracil O1C(CCC1)N1C(=O)NC(=O)C(=C1)F